(S)-5-(7,7-difluoro-2-((2S,3R)-3-hydroxy-2-methylazetidin-1-yl)-6,7-dihydro-5H-cyclopenta[d]pyrimidin-4-yl)-2,3-dihydrospiro[indene-1,4'-oxazolidin]-2'-one FC1(CCC2=C1N=C(N=C2C=2C=C1CC[C@]3(NC(OC3)=O)C1=CC2)N2[C@H]([C@@H](C2)O)C)F